BrCCOC1=C(C=CC=C1F)C(C)=O 1-(2-(2-bromoethoxy)-3-fluorophenyl)ethanone